(3S,4R,5R,6S)-1-{(5R)-6-[(3-ethoxy-4-fluorobenzyl)oxy]-5-fluorohexyl}-3,4,5,6-azepanetetrol C(C)OC=1C=C(COC[C@@H](CCCCN2C[C@@H]([C@H]([C@@H]([C@H](C2)O)O)O)O)F)C=CC1F